4-[2-(2,2-difluoroethoxy)-4-fluorophenyl]-2-[3-fluoro-4-(2-hydroxypropan-2-yl)phenyl]-2,3-dihydro-1H-pyrrolo[3,4-c]pyridin-1-one FC(COC1=C(C=CC(=C1)F)C1=NC=CC2=C1CN(C2=O)C2=CC(=C(C=C2)C(C)(C)O)F)F